FC=1C=C(C(=O)NC)C=C(C1C1=C(C=2C=NC(=CC2O1)C)C[C@H]1CNCCO1)F (S)-3,5-difluoro-N-methyl-4-(6-methyl-3-(morpholin-2-ylmethyl)furo[3,2-c]pyridin-2-yl)benzamide